O=C1N(CCC(N1COCC[Si](C)(C)C)=O)C1=C2C=CN(C2=CC=C1)C1CN(C1)C(=O)OC(C)(C)C tert-butyl 3-(4-(2,4-dioxo-3-((2-(trimethylsilyl)ethoxy)methyl)tetrahydropyrimidin-1(2H)-yl)-1H-indol-1-yl)azetidine-1-carboxylate